C[C@]12CC[C@@H](C([C@@H]1CC[C@@]3([C@@H]2CC=C4[C@]3(C[C@H]([C@@]5([C@H]4CC(CC5)(C)C)C(=O)O[C@H]6[C@@H]([C@H]([C@@H]([C@H](O6)CO)O)O)O)O)C)C)(C)C)O[C@H]7[C@@H]([C@H]([C@@H]([C@H](O7)C(=O)O)O)O[C@H]8[C@@H]([C@H]([C@H](CO8)O)O)O[C@H]9[C@@H]([C@H]([C@H](CO9)O)O)O)O The molecule is a triterpenoid saponin that has 3,16-dihydroxyolean-12-en-28-oic acid as the aglycone. Isolated from the stems of Gordonia chrysandra, it exhibits a strong inhibitory effect on nitric oxide production. It has a role as a plant metabolite and an anti-inflammatory agent. It is a beta-D-glucosiduronic acid, a carboxylic ester, a pentacyclic triterpenoid and a triterpenoid saponin. It derives from a hydride of an oleanane.